4-(3-fluoro-5-(trifluoromethyl)benzyl)pyridin FC=1C=C(CC2=CC=NC=C2)C=C(C1)C(F)(F)F